C(C)NCCCCNCC N,N'-diethyl-1,4-butanediamine